C(CCCCCCCCCCCCCCCCC)(=O)[O-].[Cd+2].C(CCCCCCCCCCCCCCCCC)(=O)[O-] cadmium stearate